(E)-Ethyl N-(mesitylsulfonyl)oxyacetimidate C1(=C(C(=CC(=C1)C)C)S(=O)(=O)O/N=C(\C)/OCC)C